FC(C(C)(C)C1=CC(=NO1)NC(C)=O)(F)F N-(5-(1,1,1-trifluoro-2-methylpropan-2-yl)isoxazol-3-yl)acetamide